N-((benzyloxy)carbonyl)-D-tyrosine C(C1=CC=CC=C1)OC(=O)N[C@H](CC1=CC=C(C=C1)O)C(=O)O